(E)-N-(3-(2-(4,4-difluoro-cyclohexyl)vinyl)-4-meth-oxyphenyl)acrylamide FC1(CCC(CC1)/C=C/C=1C=C(C=CC1OC)NC(C=C)=O)F